C(C1=CC=CC=C1)OC1=C(C(=C(C=C1)C1=CC(N(C1)C(=O)OC(C)(C)C)CCC(C)(C)C)F)N1S(NC(C1)=O)(=O)=O tert-butyl 4-(4-(benzyloxy)-3-(1,1-dioxido-4-oxo-1,2,5-thiadiazolidin-2-yl)-2-fluorophenyl)-2-(3,3-dimethylbutyl)-2,5-dihydro-1H-pyrrole-1-carboxylate